idonic acid O=C([C@@H](O)[C@H](O)[C@@H](O)[C@H](O)CO)O